(1R,5S,6s)-N-(6-(2-chlorophenyl)pyridazin-3-yl)-3-((tetrahydro-2H-pyran-4-yl)methyl)-3-azabicyclo[3.1.0]Hexane-6-amine ClC1=C(C=CC=C1)C1=CC=C(N=N1)NC1[C@@H]2CN(C[C@H]12)CC1CCOCC1